C(C)(=O)O.C(C)C1CCNCC1 4-ethyl-piperidine acetate